5-ethyl-1-(2,3,5,6-tetrafluorophenyl)indoline-2-one C(C)C=1C=C2CC(N(C2=CC1)C1=C(C(=CC(=C1F)F)F)F)=O